1-benzyl-5-methyl-3-phenyl-6-(propylthio)-3,5-dihydroimidazo[4,5-c][1,2]thiazine-4(1H)-one 2,2-dioxide C(C1=CC=CC=C1)N1S(C(C(C2=C1N=C(N2C)SCCC)=O)C2=CC=CC=C2)(=O)=O